BrC1=NC=C(C=C1)C(OC)C1CC1 2-bromo-5-[cyclopropyl(methoxy)methyl]pyridine